(2S,3R,4S,5S,6S)-2-(2-(1-(9H-fluoren-9-yl)-3-oxo-2,7,10-trioxa-4-azadodecan-12-amido)-4-(hydroxymethyl)phenoxy)-6-(methoxycarbonyl)tetrahydro-2H-pyran-3,4,5-triyl triacetate C(C)(=O)O[C@H]1[C@@H](O[C@@H]([C@H]([C@@H]1OC(C)=O)OC(C)=O)C(=O)OC)OC1=C(C=C(C=C1)CO)NC(COCCOCCNC(OCC1C2=CC=CC=C2C=2C=CC=CC12)=O)=O